4-(1,3-dimethyl-4-nitro-1H-pyrazol-5-yl)-1,2,3,6-tetrahydropyridine TFA salt OC(=O)C(F)(F)F.CN1N=C(C(=C1C=1CCNCC1)[N+](=O)[O-])C